C1(=CC=CC2=CC=CC=C12)C(=O)OC(=O)C1=CC=CC2=CC=CC=C12 1-naphthalenecarboxylic anhydride